N-[4-(3,5-dicyclopropyl-1H-pyrazol-1-yl)phenyl]-1H-benzo[d][1,2,3]triazole-6-carboxamide C1(CC1)C1=NN(C(=C1)C1CC1)C1=CC=C(C=C1)NC(=O)C=1C=CC2=C(NN=N2)C1